C1(CC1)C=1N=NN(C1)[C@H](C(=O)N1[C@@H](C[C@H](C1)O)C(=O)N[C@H]1CN(CCC1)S(=O)(=O)N(C)C)C(C)(C)C (2S,4R)-1-[(2S)-2-(4-cyclopropyl-triazol-1-yl)-3,3-dimethyl-butyryl]-N-[(3R)-1-(dimethylaminosulfonyl)-3-piperidinyl]-4-hydroxy-pyrrolidine-2-carboxamide